ClC=1C=C(C=CC1)CC(=O)NC1=NC(=CN=C1)N1C[C@@H](CCC1)OC1=C(C=CC=C1)OCC (R)-2-(3-chlorophenyl)-N-(6-(3-(2-ethoxyphenoxy)piperidin-1-yl)pyrazin-2-yl)acetamide